ClC=1C=C(C=NC1)C(CNCC1=CC(=C(C=C1)C)C)O 1-(5-chloropyridin-3-yl)-2-((3,4-dimethylbenzyl)amino)ethan-1-ol